C(C)(C)[Si](OC1=CC(=C(C=C1)OC)C=C(C)C)(C(C)C)C(C)C Triisopropyl(4-methoxy-3-(2-methylprop-1-enyl)phenoxy)silane